(2S,4R)-4-[(3,5-dimethoxyphenyl)methoxy]-N,N-dimethylpyrrolidine-2-carbothioamide COC=1C=C(C=C(C1)OC)CO[C@@H]1C[C@H](NC1)C(N(C)C)=S